C(CCCCCCCCCCC)SC(CC(C)=O)C1C(=CCCC1(C)C)C 4-(dodecylthio)-4-(2,6,6-trimethyl-2-cyclohexen-1-yl)-2-butanone